N[C@@H]1[C@@H](CCC=C1)C(=O)O |r| (+-)-cis-2-(amino)-3-cyclohexene-1-carboxylic acid